3-[3-[7-(2-hydroxy-4,6-dimethyl-phenyl)-1,8-naphthyridin-2-yl]-1-piperidyl]propanoic acid OC1=C(C(=CC(=C1)C)C)C1=CC=C2C=CC(=NC2=N1)C1CN(CCC1)CCC(=O)O